3-(2-aminoethoxy)propionic acid tert-butyl ester C(C)(C)(C)OC(CCOCCN)=O